ClC1=C(C=CC=C1Cl)C1=NNC=2C1=NC=C(C2)N2C[C@@H](CCC2)N (R)-1-(3-(2,3-dichlorophenyl)-1H-pyrazolo[4,3-b]pyridin-6-yl)piperidin-3-amine